N1=C(C=CC=C1)C(=O)[O-].N1=C(C=CC=C1)C(=O)[O-].[Eu+2] europium dipicolinate